(R)-2-chloro-N-(6,6a,7,8,9,10-hexahydro-5H-pyrazino[1,2-a][1,8]naphthyridin-4-yl)benzamide ClC1=C(C(=O)NC=2C=3CC[C@H]4N(C3N=CC2)CCNC4)C=CC=C1